FC(CC(C(=O)O)CC(CCC1=CC=CC=C1)(C)C)(F)F.ClCCC=1SC=CC1 2-(2-chloroethyl)thiophene 2-trifluoroethyl-4,4-dimethyl-6-phenylhexanoate